NC1=NC=CC=C1C1=NC=2C(=NC(=CC2)C2=CC=C(C=C2)F)N1C1=CC=C(C=C1)C1CN(C1)C[C@@H]1CC[C@H](CC1)C(=O)OC trans-methyl 4-[[3-[4-[2-(2-amino-3-pyridyl)-5-(4-fluorophenyl)imidazo[4,5-b]pyridin-3-yl]phenyl]azetidin-1-yl]methyl]cyclohexanecarboxylate